O=C1NC(CCC1C1=NN(C2=C(C=CC=C12)OCC(=O)NC1=CC=C(C=C1)N1C(=NC=C1)C)C)=O 2-((3-(2,6-Dioxopiperidin-3-yl)-1-methyl-1H-indazol-7-yl)oxy)-N-(4-(2-methyl-1H-imidazol-1-yl)phenyl)acetamide